ClCCN(CC)CC 1-chloro-2-(diethylamino)ethane